2-((3s,4r)-3-fluoro-4-methoxypiperidin-1-yl)-5-isopropyl-8-((2r,3s)-2-methyl-3-((methylsulfonyl)methyl)azetidin-1-yl)isoquinolin-3-amine F[C@H]1CN(CC[C@H]1OC)N1CC2=C(C=CC(=C2C=C1N)C(C)C)N1[C@@H]([C@H](C1)CS(=O)(=O)C)C